rac-(5aR,6S,8S,8aS)-5a-(4-bromophenyl)-3-chloro-7,7-difluoro-6-phenyl-5a,6,7,8-tetrahydro-8aH-cyclopenta[4,5]furo[3,2-b]pyridine-8,8a-diol BrC1=CC=C(C=C1)[C@]12[C@](C3=NC=C(C=C3O1)Cl)([C@@H](C([C@H]2C2=CC=CC=C2)(F)F)O)O |r|